C1(CC1)N1CCN(CC1)C1CCN(CC1)C1=C(C=C(C(=C1)OC)NC1=NC=NC(=C1)N1OCC[C@@H]1C1=CC(=CC(=C1)F)F)NC(\C=C\CN(C)C)=O N-(2-(4-(4-cyclopropylpiperazine-1-yl)piperidine-1-yl)-5-((6-((R)-3-(3,5-difluorophenyl)isoxazolidine-2-yl)pyrimidine-4-yl)amino)-4-methoxyphenyl)-(E)-4-(dimethylamino)but-2-enamide